1-tert-butyl-N-{[3-(4-{[(3S,4R)-1,3-dimethylpiperidin-4-yl]amino}-1-(2,2,2-trifluoroethyl)-1H-indol-2-yl)-1,2,4-oxadiazol-5-yl]methyl}-1H-pyrrole-3-carboxamide C(C)(C)(C)N1C=C(C=C1)C(=O)NCC1=NC(=NO1)C=1N(C2=CC=CC(=C2C1)N[C@H]1[C@H](CN(CC1)C)C)CC(F)(F)F